C(=N)N.C1CC1 cyclopropane formamidine salt